1-(9Z-hexadecenoyl)-2-(4Z,7Z,10Z,13Z,16Z,19Z-docosahexaenoyl)-glycero-3-phospho-(1'-sn-glycerol) CCCCCC/C=C\CCCCCCCC(=O)OC[C@H](COP(=O)(O)OC[C@H](CO)O)OC(=O)CC/C=C\C/C=C\C/C=C\C/C=C\C/C=C\C/C=C\CC